C(=O)(O)CC1=C(C=CC=C1)SCC(CO)O 3-(2-carboxymethyl-phenylthio)-1,2-propanediol